1-(4-((5-chloro-4-((5-(dimethylphosphoryl)-3-fluoro-2-methylquinolin-6-yl)amino)pyrimidin-2-yl)amino)-5-ethoxy-2-ethylphenyl)piperidin-4-one ClC=1C(=NC(=NC1)NC1=CC(=C(C=C1OCC)N1CCC(CC1)=O)CC)NC=1C(=C2C=C(C(=NC2=CC1)C)F)P(=O)(C)C